5-chloro-4-(2-((dimethylamino)methyl)-4-(trifluoromethyl)thiazol-5-yl)-N-(1-(methylsulfonyl)piperidin-4-yl)pyrimidin-2-amine ClC=1C(=NC(=NC1)NC1CCN(CC1)S(=O)(=O)C)C1=C(N=C(S1)CN(C)C)C(F)(F)F